FC1=C(CCN(C(OC(C)(C)C)=O)CCCO)C=CC=C1 tert-butyl (2-fluorophenethyl)(3-hydroxypropyl)carbamate